FC(C(=O)O)(F)F.NC=1N=CC(=NC1C1=CN=C(S1)C)C=1C=C(C=CC1C)C(CO)(C(F)(F)F)O 2-(3-(5-Amino-6-(2-methylthiazol-5-yl)pyrazin-2-yl)-4-methylphenyl)-3,3,3-trifluoropropane-1,2-diol trifluoroacetate salt